[Na+].N1=CC=CC2=C(C=CC=C12)C1=C(N(C=C1)S(N)(=O)=O)C(=O)[O-] 3-(5-Quinolyl)-1-sulfamoyl-pyrrole-2-carboxylic acid, sodium salt